FC1=CC=C(C(=C1C(CC(=O)[O-])C)C)C 3-(6-fluoro-2,3-dimethylphenyl)butanoate